FC=1C(=NC(=NC1)NC=1C=NC(=C(C1)OC)CO)C1=CNC2=C(C=CC=C12)NC([C@@H](COC)N1CCN(CC1)C)=O (R)-N-[3-(5-fluoro-2-[[6-(hydroxymethyl)-5-methoxypyridin-3-yl]amino]pyrimidin-4-yl)-1H-indol-7-yl]-3-methoxy-2-(4-methylpiperazin-1-yl)propanamide